B#[Er] Erbium boride